BrC1=C(C=C(C=C1)CC(=O)O)[N+](=O)[O-] 2-(4-bromo-3-nitrophenyl)acetic acid